1-(tert-butyl)-1H-pyrrole-3-carboxamide C(C)(C)(C)N1C=C(C=C1)C(=O)N